C(C)OC1=C(C=CC=C1)C1=C(C=CC=C1)OCC 2,2'-Diethoxy-1,1'-biphenyl